maleic acid hydrazide hydrazide C(\C=C/C(=O)NN)(=O)NN